4-{2-Cyclopropyl-6-[6-({[2-(methylamino)ethyl]amino}methyl)-1-oxo-4-(trifluoromethyl)-3H-isoindol-2-yl]pyridin-4-yl}-3-(4-methyl-1,2,4-triazol-3-yl)benzonitrile C1(CC1)C1=NC(=CC(=C1)C1=C(C=C(C#N)C=C1)C1=NN=CN1C)N1C(C2=CC(=CC(=C2C1)C(F)(F)F)CNCCNC)=O